(3R)-cyclopentyl-3-{4-[7-(2-trimethylsilylethoxymethyl)-7H-pyrrolo[2,3-d]pyrimidin-4-yl]pyrazol-1-yl}propionitrile C1(CCCC1)C(C#N)CN1N=CC(=C1)C=1C2=C(N=CN1)N(C=C2)COCC[Si](C)(C)C